benzyl-dimethyldodecyl-ammonium C(C1=CC=CC=C1)[N+](CCCCCCCCCCCC)(C)C